2-(7-(diethylamino)-4-methyl-2-oxo-2H-chromen-3-yl)ethyl ((6-oxo-1,6-dihydropyridin-3-yl)methyl)carbamate O=C1C=CC(=CN1)CNC(OCCC=1C(OC2=CC(=CC=C2C1C)N(CC)CC)=O)=O